2-(3-(3-(4-chloro-2-fluorophenyl)-4-oxo-3,4-dihydro-phthalazin-1-yl)phenyl)-2-methylpropanoic acid ClC1=CC(=C(C=C1)N1N=C(C2=CC=CC=C2C1=O)C=1C=C(C=CC1)C(C(=O)O)(C)C)F